5-[3-(Benzyloxy)-1-(2-fluorophenyl)-1H-pyrazol-5-yl]pyrimidine C(C1=CC=CC=C1)OC1=NN(C(=C1)C=1C=NC=NC1)C1=C(C=CC=C1)F